(R)-N-(3,3-difluoro-1-methylpiperidin-4-yl)-6-fluoro-5-(4-fluoro-1-(2-fluoroethyl)-1H-benzo[d]imidazol-6-yl)-4-methoxypyrrolo[2,1-f][1,2,4]triazin-2-amine FC1(CN(CC[C@H]1NC1=NN2C(C(=N1)OC)=C(C(=C2)F)C=2C=C(C1=C(N(C=N1)CCF)C2)F)C)F